rac-tert-butyl ((6,7-dihydro-5H-pyrazolo[5,1-b][1,3]oxazin-6-yl)methyl)carbamate N1=CC=C2OC[C@@H](CN21)CNC(OC(C)(C)C)=O |r|